N,N'-bis(1-naphthalenyl)-N,N'-diphenyl-(1,1'-biphenyl)-4,4'-diamine C1(=CC=CC2=CC=CC=C12)N(C1=CC=C(C=C1)C1=CC=C(C=C1)N(C1=CC=CC=C1)C1=CC=CC2=CC=CC=C12)C1=CC=CC=C1